BrC=1C=C(C(=C2CCNCC12)F)C(F)F 8-Bromo-6-(difluoromethyl)-5-fluoro-1,2,3,4-tetrahydroisoquinoline